3-[3,5-difluoro-4-[(4-fluorosulfonyloxyphenoxy)methyl]phenyl]-1-(2-trimethylsilylethoxymethyl)-1,2,4-triazole FC=1C=C(C=C(C1COC1=CC=C(C=C1)OS(=O)(=O)F)F)C1=NN(C=N1)COCC[Si](C)(C)C